C1=CC=CC=2C3=C4C(=C5C(=C3NC12)OC1=C5C=CC=C1)C=CC=C4 14H-benzo[C]benzofuro[2,3-A]carbazole